C(C)(C)C1CNCN1 5-isopropyl-imidazolidine